N-(trans-4-((5-fluoro-4-(3-(3-hydroxyoxetan-3-yl)phenyl)pyrimidin-2-yl)amino)cyclohexyl)acetamide FC=1C(=NC(=NC1)N[C@@H]1CC[C@H](CC1)NC(C)=O)C1=CC(=CC=C1)C1(COC1)O